ClC1=C(CSC2=NN=C3N2C(=CC(N3)=O)C)C=CC=C1 3-[(2-chlorobenzyl)sulfanyl]-5-methyl[1,2,4]triazolo[4,3-a]pyrimidin-7(8H)-one